ClC=1C=C(C=C2C(=C(C=NC12)C#N)N[C@@H](C(C)(C)O)C1=CC=CC=C1)N[C@H](C=1N=NNC1)C=1C=NC=CC1 8-chloro-4-(((R)-2-hydroxy-2-methyl-1-phenylpropyl)amino)-6-(((S)-pyridin-3-yl(1H-1,2,3-triazol-4-yl)methyl)amino)quinoline-3-carbonitrile